BrCC=1C=C(COC=2C(=CC3=C(N(C[C@H]4N(C3=O)CC3(CC3)C4)C(=O)OCC=C)C2)OC)C=CC1 Allyl (S)-8-((3-(bromomethyl)benzyl)oxy)-7-methoxy-5-oxo-11,11a-dihydro-1H,3H-spiro[benzo[e]pyrrolo[1,2-a][1,4]diazepine-2,1'-cyclopropane]-10(5H)-carboxylate